COC=1C=C(CC2=NOC(O2)=O)C=CC1OC 3-(3,4-Dimethoxybenzyl)-1,4,2-dioxazol-5-one